C(C)(=O)C1=CC=C(C(=O)OCCOCCOC(C2=CC=C(C=C2)C(C)=O)=O)C=C1.C(C1C(C)O1)OC=1C2=CC=CC=C2C(=C2C=CC=CC12)OCC1C(C)O1 9,10-di-(2,3-epoxybutoxy)anthracene 2-[2-(p-acetylbenzoyloxy)ethoxy]Ethyl-p-acetylbenzoate